FC=1C=CC=C(C(=O)N(C2CCOCC2)C(C)C)C1 5-fluoro-N-isopropyl-N-(tetrahydro-2H-pyran-4-yl)benzamide